2-chloro-7-(trifluoromethyl)imidazo[1,5-b]pyridazine ClC=1C=CC=2N(N1)C(=NC2)C(F)(F)F